4-bromo-2-ethyl-5-methoxypyridine 1-oxide BrC1=CC(=[N+](C=C1OC)[O-])CC